4-amino-6-[2-(1,3-dimethyl-1H-pyrazol-4-yl)ethynyl]-N-[4-(methoxymethyl)phenyl]-7-(1-methylcyclopropyl)-7H-pyrrolo[2,3-d]pyrimidine-5-carboxamide NC=1C2=C(N=CN1)N(C(=C2C(=O)NC2=CC=C(C=C2)COC)C#CC=2C(=NN(C2)C)C)C2(CC2)C